FC1=CC=CC=C1C(=O)OC Methyl 6-fluorobenzoate